C(C)(C)(C)N(C(=O)OCC1=C(C=CC(=C1)Cl)CO)CC1C2CN(CC12)C(CC1=CC=C(C=C1)B1OC(C(O1)(C)C)(C)C)CC(C)C (4-chloro-1,2-phenylene)dimethanol tert-butyl-((exo-3-(4-methyl-1-(4-(4,4,5,5-tetramethyl-1,3,2-dioxaborolan-2-yl)phenyl)pentan-2-yl)-3-azabicyclo[3.1.0]hexan-6-yl)methyl)carbamate